BrC=1C(=C(C(=O)OC2=C(C(=C(C(=O)OC3=C(C(=C(C(=O)O)C(=C3)OC)C)C)C(=C2)C)O)C)C(=C(C1OC(C1=C(C=C(C=C1C)O)OC)=O)C)C)O 4-((4-((3-bromo-2-hydroxy-4-((4-hydroxy-2-methoxy-6-methyl-benzoyl)oxy)-5,6-dimethyl-benzoyl)oxy)-2-hydroxy-3,6-dimethylbenzoyl)oxy)-6-methoxy-2,3-dimethyl-benzoic acid